C(C(C)C)OC(C(C(C(=O)OCC(C)C)(CCC)CCC)(CCC)CCC)=O diisobutyl-2,2,3,3-tetrapropylsuccinate